NC1(CCC(CC1)C(C1CCCCC1)(C)C)N diamino-dimethyldicyclohexylmethane